C(C)C1=NC(=CN=C1C)CC 2,6-diethyl-3-methylpyrazine